bis(trimethoxysilylcyclopenta-dienyl)hafnium dichloride [Cl-].[Cl-].CO[Si](OC)(OC)C1=C(CC=C1)[Hf+2]C1=C(C=CC1)[Si](OC)(OC)OC